trans-5-[[4-[(3S)-3-(5-cyano-3-pyridyl)isoxazolidine-2-carbonyl]cyclohexyl]methyl]-2-fluoro-benzamide C(#N)C=1C=C(C=NC1)[C@H]1N(OCC1)C(=O)[C@@H]1CC[C@H](CC1)CC=1C=CC(=C(C(=O)N)C1)F